silver-nickel-copper-nickel [Ni].[Cu].[Ni].[Ag]